NC1=NC2=C(N1CCCCCNC(OC(C)(C)C)=O)C=CC(=C2)F tert-butyl (5-(2-amino-5-fluoro-1H-benzo[d]imidazol-1-yl)pentyl)carbamate